Pentamethylcyclopentadienyl-dimethyl-(1-isobutyl-6,6-diethyl-1,5,6,7-tetrahydro-s-indacenyl)hafnium CC1=C(C(=C(C1([Hf](C1(C=CC2=CC=3CC(CC3C=C12)(CC)CC)CC(C)C)(C)C)C)C)C)C